ClC1=C(C=CC=C1)[C@H]1[C@@H](OC2(O1)CCCCC2)CO ((2S,3S)-3-(2-chlorophenyl)-1,4-dioxaspiro[4.5]dec-2-yl)methanol